C(C)N1C(=NN(C1=O)C=1C=C2C(=CN(C(C2=CC1F)=O)[C@@H]1[C@@H](CCC1)C)C(C)C)CO |o1:20,21| 6-(4-Ethyl-3-(hydroxymethyl)-5-oxo-4,5-dihydro-1H-1,2,4-triazol-1-yl)-7-fluoro-4-isopropyl-2-((1S*,2R*)-2-methylcyclopentyl)isoquinolin-1(2H)-one